(4-fluorophenyl)[4-(1-methyl-1H-indazol-6-yl)-1H-pyrrolo[2,3-c]pyridin-1-yl]methanone FC1=CC=C(C=C1)C(=O)N1C=CC=2C1=CN=CC2C2=CC=C1C=NN(C1=C2)C